OC[C@H](C1=CC=CC=C1)NC1=CC(=NC=C1C1=NC(=NO1)N1CCOCC1)NC1=CC=C2C(NN(C2=C1)C)=O (S)-6-((4-((2-hydroxy-1-phenylethyl)amino)-5-(3-morpholino-1,2,4-oxadiazol-5-yl)pyridin-2-yl)amino)-1-methyl-1,2-dihydro-3H-indazol-3-one